C(C)NC(=O)N[C@@H]1CCC=2C1=CC(=C1C=C(N=CC21)C2CC2)S(NCC(C)C)(=O)=O |o1:6| 1-ethyl-3-[(7R*)-3-cyclopropyl-5-(2-methylpropylsulfamoyl)-8,9-dihydro-7H-cyclopenta[h]isoquinolin-7-yl]urea